(R)-N-(1-(2,3-dihydro-1H-indol-5-yl)ethyl)-6-chloropyridine-3-carboxamide hydrobromide Br.N1CCC2=CC(=CC=C12)[C@@H](C)NC(=O)C=1C=NC(=CC1)Cl